tert-butyl (S)-2-(4-(2,2-dimethyltetrahydro-2H-pyran-4-yl) phenyl)-1-methylhydrazine-1-carboxylate CC1(OCC[C@@H](C1)C1=CC=C(C=C1)NN(C(=O)OC(C)(C)C)C)C